4-methoxy-4-(3-(4-methoxyphenyl)-3-carbonyl-propenyl)chalcone COC1(CC=C(C=C1)\C=C\C(=O)C1=CC=CC=C1)C=CC(=C=O)C1=CC=C(C=C1)OC